BrC1=CC(=C(C=C1F)NS(=O)(=O)C=1C=NN2C1C=CC(=C2NC)Cl)F N-(4-bromo-2,5-difluorophenyl)-6-chloro-7-(methylamino)pyrazolo[1,5-a]pyridine-3-sulfonamide